(3s,4r)-4-(4-chloro-2-fluoro-anilino)-3-methyl-piperidine-1-carboxylic acid tert-butyl ester C(C)(C)(C)OC(=O)N1C[C@@H]([C@@H](CC1)NC1=C(C=C(C=C1)Cl)F)C